(2S,4S)-4-(difluoromethoxy)-2-((difluoromethoxy)methyl)pyrrolidine FC(O[C@H]1C[C@H](NC1)COC(F)F)F